(1R,3S)-3-(1-(tert-butyl)-5-((1,1-dioxido-2,3-dihydrobenzo[b]thiophen-6-yl)amino)-1H-pyrazol-3-yl)cyclopentyl (4-nitrophenyl) carbonate C(O[C@H]1C[C@H](CC1)C1=NN(C(=C1)NC=1C=CC2=C(S(CC2)(=O)=O)C1)C(C)(C)C)(OC1=CC=C(C=C1)[N+](=O)[O-])=O